2-[[3-(4-chloro-2-fluoro-phenyl)-5-methyl-triazol-4-yl]methyl]-5-[rac-(2S,6S)-2,6-dimethylmorpholin-4-yl]pyridazin-3-one ClC1=CC(=C(C=C1)N1N=NC(=C1CN1N=CC(=CC1=O)N1C[C@@H](O[C@H](C1)C)C)C)F |r|